(R)-N-((R)-8-(8-((2,3-dichlorophenyl)thio)-[1,2,4]triazolo[4,3-c]pyrimidin-5-yl)-8-azaspiro[4.5]decan-1-yl)-2-methylpropane-2-sulfinamide ClC1=C(C=CC=C1Cl)SC=1C=2N(C(=NC1)N1CCC3(CCC[C@H]3N[S@](=O)C(C)(C)C)CC1)C=NN2